ClC1=CC=CC2=C1N(C(S2)=O)CCOC Chloro-3-(2-methoxyethyl)-1,3-benzothiazol-2(3H)-one